O1C[C@@H](OC2=NC=CC=C21)C2=CC=C(CN1CC3=C(CC1)N=C(S3)N)C=C2 5-[(S)-4-(2,3-Dihydro-[1,4]dioxino[2,3-b]pyridin-3-yl)-benzyl]-4,5,6,7-tetrahydro-thiazolo[5,4-c]pyridin-2-ylamine